CS(=O)(=O)C1=CC2=C(N=C(S2)NC(CC2=CC=C(OC3=NC=CC=C3C(=O)N)C=C2)=O)C=C1 2-(4-(2-((6-(methylsulfonyl)benzo[d]thiazol-2-yl)amino)-2-oxoethyl)phenoxy)pyridine-3-carboxamide